5-iodo-7-(1-methyl-piperidin-4-yl)-7H-pyrrolo[2,3-d]pyrimidin-4-ylamine IC1=CN(C=2N=CN=C(C21)N)C2CCN(CC2)C